CCCCCC/C=C\CCCCCCCC(=O)O[C@H](COC(=O)CC/C=C\C/C=C\C/C=C\C/C=C\C/C=C\C/C=C\CC)COP(=O)(O)OC[C@@H](C(=O)O)N 1-(4Z,7Z,10Z,13Z,16Z,19Z-docosahexaenoyl)-2-(9Z-hexadecenoyl)-glycero-3-phosphoserine